CC=1OC2=C(C1C(=O)N[C@H]1CN(CC1)C(=O)OC(C)(C)C)C=C(C=C2)OCC2=NC(=CC=C2)C tert-butyl (R)-3-(2-methyl-5-((6-methylpyridin-2-yl)methoxy)benzofuran-3-carboxamido)-pyrrolidine-1-carboxylate